[Cu].O.C(C)(=O)O acetic acid monohydrate Copper